1,5-cyclooctadiene iridium chloride [Ir](Cl)(Cl)Cl.C1=CCCC=CCC1